(5E)-11-formyloxy-6,10-dimethylundeca-5,9-dien-2-yl acetate C(C)(=O)OC(C)CC\C=C(\CCC=C(COC=O)C)/C